FC=1C=C(C(=O)NC=2SC(=CN2)C2=CC(=CC=C2)N2CCCC2)C=C(C1O)/C=N/NS(=O)(=O)C (E)-3-fluoro-4-hydroxy-5-((2-(methylsulfonyl)hydrazono)methyl)-N-(5-(3-(pyrrolidin-1-yl)phenyl)thiazol-2-yl)benzamide